FC=1C2(N(C3=CC=CC=C3C1)CC(C(N2)=O)(C)C)C2=C(C=CC=C2)F 5-Fluoro-4a-(2-fluorophenyl)-2,2-dimethyl-1,2,4,4a-tetrahydro-3H-pyrimido[1,2-a]quinolin-3-one